2,4-dimethyl-6-(1-methylundec-1-yl)phenol CC1=C(C(=CC(=C1)C)C(CCCCCCCCCC)C)O